tert-Butyl [2'-(4,5-dimethyl-1H-imidazol-2-yl)-3,4'-bipyridin-5-yl]carbamate CC=1N=C(NC1C)C1=NC=CC(=C1)C=1C=NC=C(C1)NC(OC(C)(C)C)=O